O-(2-Aminoethyl)-L-serine NCCOC[C@H](N)C(=O)O